3-((7-(5-chloro-3-fluoro-1-(((S)-morpholin-2-yl)methyl)-1H-indol-7-yl)thieno[3,2-b]pyridin-2-yl)methyl)-6,6-dimethyl-3-azabicyclo[3.1.0]hexane-2,4-dione trifluoroacetate FC(C(=O)O)(F)F.ClC=1C=C2C(=CN(C2=C(C1)C1=C2C(=NC=C1)C=C(S2)CN2C(C1C(C1C2=O)(C)C)=O)C[C@@H]2CNCCO2)F